2-(3-(aminomethyl)-5-fluoro-1-(1-(cis-4-isopropylcyclohexyl)piperidin-4-yl)-1H-indol-2-yl)ethyl carbamate C(N)(OCCC=1N(C2=CC=C(C=C2C1CN)F)C1CCN(CC1)[C@@H]1CC[C@@H](CC1)C(C)C)=O